(S)-2-amino-1-(4-((S)-amino(4,5-dichloro-2-hydroxyphenyl)methyl)piperidin-1-yl)propan-1-one N[C@H](C(=O)N1CCC(CC1)[C@@H](C1=C(C=C(C(=C1)Cl)Cl)O)N)C